ClC=1C=CC=C2C(C3=C(C(N(CC3)C3=CC(=C(C=C3)Cl)Cl)=O)OC12)=O 9-chloro-2-(3,4-dichlorophenyl)-3,4-dihydro-2H-chromeno[2,3-c]pyridine-1,5-dione